COC1=CC=C(C=C1)CN1C(N(CCC1=O)C1=CC=C(C=C1)N1CCC(CC1)COCCNC(OC(C)(C)C)=O)=O tert-butyl N-[2-[[1-[4-[3-[(4-methoxyphenyl)methyl]-2,4-dioxohexahydropyrimidin-1-yl]phenyl]-4-piperidyl]methoxy]ethyl]carbamate